[C-]#N.C[N+]1=CC=C(C=C1)C 1,4-dimethylpyridinium cyanide